N-(4-(1H-Pyrazol-1-yl)pyridin-2-yl)-2-((3-(2,6-dioxopiperidin-3-yl)-1-methyl-1H-indazol-7-yl)oxy)acetamide N1(N=CC=C1)C1=CC(=NC=C1)NC(COC=1C=CC=C2C(=NN(C12)C)C1C(NC(CC1)=O)=O)=O